ethyl-δ-valerolactone C(C)C1C(=O)OCCC1